2-(((S)-1-(((S)-1,1-bis(4-methylphenyl)propan-2-yl)amino)-1-oxopropan-2-yl)carbamoyl)-4-methoxypyridin-3-yl butyrate C(CCC)(=O)OC=1C(=NC=CC1OC)C(N[C@H](C(=O)N[C@H](C(C1=CC=C(C=C1)C)C1=CC=C(C=C1)C)C)C)=O